FC=1C=C(C=C(C1)C)C1=NO[C@](C1)(C(=O)N[C@H]1CO[C@H](C1)C(NOC)=O)C=C |o1:16,19| (5S)-3-(3-fluoro-5-methylphenyl)-N-[rel-(3R,5R)-5-(methoxycarbamoyl)tetrahydrofuran-3-yl]-5-vinyl-4H-isoxazole-5-carboxamide